Thiazole-2-carboxamide S1C(=NC=C1)C(=O)N